(5S)-8-Chloro-5-(morpholin-4-yl)-1-[trans-4-(pyridin-2-yloxy)cyclohexyl]-5,6-dihydro-4H-[1,2,4]triazolo[4,3-a][1]benzazepin ClC=1C=CC2=C(C[C@@H](CC=3N2C(=NN3)[C@@H]3CC[C@H](CC3)OC3=NC=CC=C3)N3CCOCC3)C1